OCCCCSC(CC(C)C)=O 3-methylthiobutanoic acid S-(4-hydroxybutyl) ester